(R)-1-((8-(3'-(7-(((2-Hydroxyethyl)(methyl)amino)methyl)pyrido[3,2-d]pyrimidin-4-ylamino)-2,2'-dimethylbiphenyl-3-ylamino)-1,7-naphthyridin-3-yl)methyl)pyrrolidin-3-ol OCCN(C)CC1=CC=2N=CN=C(C2N=C1)NC=1C(=C(C=CC1)C1=C(C(=CC=C1)NC=1N=CC=C2C=C(C=NC12)CN1C[C@@H](CC1)O)C)C